OCC1CCOC2=CC=CC=C12 4-(hydroxymethyl)chromane